C(COCCOCCNCCOCCOCCO)O 3,6,12,15-tetraoxa-9-aza-heptadecane-1,17-diol